1-(4-(1H-imidazol-1-yl)phenyl)-3-(6-(4-isopropyl-4H-1,2,4-triazol-3-yl)pyridin-2-yl)imidazolidin-2-one N1(C=NC=C1)C1=CC=C(C=C1)N1C(N(CC1)C1=NC(=CC=C1)C1=NN=CN1C(C)C)=O